[Si](C)(C)(C(C)(C)C)OCC1(CC1)CS 1-(((tert-butyldimethylsilyloxy)methyl)cyclopropyl)methyl mercaptan